tert-butyl 5-bromo-7-isopropyl-1H-indole-3-carboxylate BrC=1C=C2C(=CNC2=C(C1)C(C)C)C(=O)OC(C)(C)C